C(C)(=O)C=1C=C(C=CC1)CC1(CC1)C(=O)O 1-[(3-acetylphenyl)methyl]cyclopropane-1-carboxylic acid